CC1=NN2C(C(NC3=CC=CC=C23)=O)=C1 2-methylpyrazolo[1,5-a]quinoxalin-4(5H)-one